(3S,4S)-4-(2-(5-cyclopropyl-4-fluoro-3,3-dimethyl-2-oxoindol-1-yl)acetamido)-3-methylpentanoic acid C1(CC1)C=1C(=C2C(C(N(C2=CC1)CC(=O)N[C@H]([C@H](CC(=O)O)C)C)=O)(C)C)F